OC1=C(C(=C(C(=C1)C)SC1=C(C(=C(C=C1C)O)C)C)C)C bis-(4-hydroxy-2,3,6-trimethylphenyl) sulfide